OC=1C=CC2=C(SC(=C2C(=O)C2=CC=C(OC3CCN(CC3)CC#N)C=C2)C2=CC=C(C=C2)O)C1 2-(4-(4-(6-hydroxy-2-(4-hydroxyphenyl)benzo[b]thiophene-3-carbonyl)phenoxy)piperidin-1-yl)acetonitrile